methyl 2-(6-acetyl-1-((2-(trimethylsilyl)ethoxy)methyl)-1H-pyrrolo[2,3-b]pyridin-2-yl)-3-cyclopropyl-5-methoxyimidazo[1,2-a]pyridine-7-carboxylate C(C)(=O)C1=CC=C2C(=N1)N(C(=C2)C=2N=C1N(C(=CC(=C1)C(=O)OC)OC)C2C2CC2)COCC[Si](C)(C)C